CC1=C(C(NC(=C1)C)=O)CNC(=O)C=1C=C(C=C(C1C)N(C1CCOCC1)CC)C1=CC=C(C=C1)CN1CCNCC1 N-((4,6-dimethyl-2-oxo-1,2-dihydropyridin-3-yl)methyl)-5-(ethyl(tetrahydro-2H-Pyran-4-yl)amino)-4-methyl-4'-(piperazin-1-ylmethyl)-[1,1'-biphenyl]-3-carboxamide